5-(7-(difluoromethyl)-6-(1-methyl-1H-pyrazol-4-yl)-3,4-dihydroquinolin-1(2H)-yl)-6-ethynyl-1,3-dimethyl-1H-benzo[d]imidazol-2(3H)-one FC(C1=C(C=C2CCCN(C2=C1)C1=CC2=C(N(C(N2C)=O)C)C=C1C#C)C=1C=NN(C1)C)F